FC=1C=C(C=CC1C)[C@]1(CN(CC1)C(=O)Cl)C1=NC=NS1 |o1:8| (R or S)-3-(3-fluoro-4-methylphenyl)-3-(1,2,4-thiadiazol-5-yl)pyrrolidine-1-carbonyl chloride